4-oxobut-2-yn-1-yl carbamate C(N)(OCC#CC=O)=O